N1CC(C1)N1C=C(C=C1C1=NC=C(C=N1)F)C(=O)NC1=CC(=CC(=C1)NS(=O)(=O)C)Cl 1-(azetidin-3-yl)-N-(3-chloro-5-(methylsulfonamido)phenyl)-5-(5-fluoropyrimidin-2-yl)-1H-pyrrole-3-carboxamide